(6-Morpholinoimidazo[1,2-b]pyridazin-2-yl)(4-(2-(trifluoromethyl)phenyl)piperidin-1-yl)methanone O1CCN(CC1)C=1C=CC=2N(N1)C=C(N2)C(=O)N2CCC(CC2)C2=C(C=CC=C2)C(F)(F)F